1-(mesitylene-2-sulfonyl)-3-nitro-1,2,4-triazole C1(=C(C(=CC(=C1)C)C)S(=O)(=O)N1N=C(N=C1)[N+](=O)[O-])C